chlorobornadiene rhodium [Rh].ClC=1C2(CC=C(C1)C2(C)C)C